methyl-7,7-dimethyl-5H,6H-cyclopenta[b]pyridine-2-carboxylic acid CC=1C=C2C(=NC1C(=O)O)C(CC2)(C)C